[Ce].[P].[N] nitrogen phosphorus cerium